(3Z)-6-bromo-3-hexenylpentyloxymethyl ether BrCCCCC=CC(CCOCOCOCCC(CC)C=CCCCCBr)CC